NC1CN(CC(C1)F)C(=O)OC(C)(C)C tert-butyl 3-amino-5-fluoropiperidine-1-carboxylate